ClC=1C=C(N)C=C(C1OC=1N=NC(=C(C1)C1CCC1)Cl)Cl 3,5-dichloro-4-[(6-chloro-5-cyclobutylpyridazin-3-yl)oxy]aniline